O1C(=CC2=C1C=CC=C2)CCNC(=O)C2(CC1=CC=CC=C1C2)CC(=O)O 2-[2-[2-(benzofuran-2-yl)ethylcarbamoyl]indan-2-yl]acetic acid